C(C=C)C1=CC=C(C=C1)C1=CC=C(C=C1)CC=C bis-allylbiphenyl